O[C@@H]1C[C@H]2CC[C@H]3[C@@H]4CC[C@H]([C@@H](CCC)C)[C@]4([C@@H](C[C@@H]3[C@]2(CC1)C)O)C 3β,12β-Dihydroxy-5β-cholan